FC1(CN(C1)C1=CC=2C(N=C1)=NN(C2)C2=NC=CC(=C2)N2CCC2)F N-{2-[5-(3,3-difluoroazetidin-1-yl)-2H-pyrazolo[3,4-b]pyridin-2-yl]pyridin-4-yl}azetidine